N-(2-((2-(dimethylamino)ethyl)(methyl)amino)-4-methoxy-5-((8-methyl-6-(1-methyl-1H-pyrazol-3-yl)-7-oxo-7,8-dihydropyrido[2,3-d]pyrimidin-2-yl)amino)phenyl)acrylamide CN(CCN(C1=C(C=C(C(=C1)OC)NC=1N=CC2=C(N1)N(C(C(=C2)C2=NN(C=C2)C)=O)C)NC(C=C)=O)C)C